(S)-N-(4-(2-fluoroacetimidamido)-1-(5-phenyl-1H-imidazol-2-yl)butyl)-2-methoxybenzamide FCC(NCCC[C@@H](C=1NC(=CN1)C1=CC=CC=C1)NC(C1=C(C=CC=C1)OC)=O)=N